2-diazocyclohexane-1,3-dione [N+](=[N-])=C1C(CCCC1=O)=O